FC(OC=1C=C(C=CC1)C1=CC(=C(O1)C)C(=O)NC1=NC(=NS1)CC(C)=NO)F 5-(3-(Difluoromethoxy)phenyl)-N-(3-(2-(hydroxyimino)propyl)-1,2,4-thiadiazol-5-yl)-2-methylfuran-3-carboxamide